N-iso-Butyl-4-(3-methyl-2-oxo-1,3-benzoxazol-6-yl)piperidine-1-carboxamide C(C(C)C)NC(=O)N1CCC(CC1)C1=CC2=C(N(C(O2)=O)C)C=C1